7-chloro-N-[6-(2,2-difluoroethoxy)-5-fluoro-2-methoxy-3-pyridyl]isoquinoline-4-sulfonamide ClC1=CC=C2C(=CN=CC2=C1)S(=O)(=O)NC=1C(=NC(=C(C1)F)OCC(F)F)OC